C(C)OC(CC1=C(C(=O)OCC)C=C(C(=C1)OC([2H])([2H])[2H])OC([2H])([2H])[2H])=O ethyl 2-(2-ethoxy-2-oxoethyl)-4,5-bis(methoxy-d3)benzoate